BrCC1=CC=C(C=C1)SCOC 1-(bromomethyl)-4-[(methoxymethyl)sulfanyl]benzene